Methyl-(1S,4s)-4-(2-(((R)-2-(3-fluorophenyl)-2-hydroxyethyl)amino)-2-methylpropyl)cyclohexane CC1CCC(CC1)CC(C)(C)NC[C@H](O)C1=CC(=CC=C1)F